2,2-bis(4-fluorophenyl)-1-methylethyl N-[[3-(acetyloxy)-4-methoxy-2-pyridinyl]carbonyl]-L-alaninate C(C)(=O)OC=1C(=NC=CC1OC)C(=O)N[C@@H](C)C(=O)OC(C(C1=CC=C(C=C1)F)C1=CC=C(C=C1)F)C